2-(4,4-difluorocyclohexyl)-6-phenyl-N4-(pyridin-4-yl)-1,3,5-triazine-2,4-diamine FC1(CCC(CC1)C1(NC(=NC(=N1)NC1=CC=NC=C1)C1=CC=CC=C1)N)F